2-methyl-1-(2,4,6-trihydroxyphenyl)propan-1-one CC(C(=O)C1=C(C=C(C=C1O)O)O)C